2-methoxy-9-[(piperidin-4-yl)amino]-5,6,7,8-tetrahydroacridine-3-carbonitrile COC1=CC2=C(C=3CCCCC3N=C2C=C1C#N)NC1CCNCC1